(2S,3S,4S)-tert-Butyl 3-acetamido-2-(6-bromopyridin-2-ylcarbamoyl)-4-fluoropyrrolidine-1-carboxylate C(C)(=O)N[C@H]1[C@H](N(C[C@@H]1F)C(=O)OC(C)(C)C)C(NC1=NC(=CC=C1)Br)=O